CC(COCCCCN1C=[N+](C=C1)CCCCOCC(C)C)C 1,3-bis[4-(2-methylpropyloxy)butyl]imidazolium